(R)-1-((7-((2-cyano-[1,1'-biphenyl]-3-yl)methoxy)-5-((5-cyanopyridin-3-yl)methoxy)-2,3-dihydro-1H-inden-4-yl)methyl)piperidine-3-carboxylic acid C(#N)C1=C(C=CC=C1COC=1C=C(C(=C2CCCC12)CN1C[C@@H](CCC1)C(=O)O)OCC=1C=NC=C(C1)C#N)C1=CC=CC=C1